BrC=1C=CC(=C(C1)NC([C@H](COC(C)(C)C)NC(OC(C)(C)C)=O)=O)F tert-butyl (S)-(1-((5-bromo-2-fluorophenyl)amino)-3-(tert-butoxy)-1-oxopropan-2-yl)carbamate